CC1=NC2=C(N1COCC[Si](C)(C)C)C=C(C=C2)N 2-methyl-1-((2-(trimethylsilyl)ethoxy)methyl)-1H-benzo[d]imidazol-6-amine